6-(1-methyl-1-phenylethyl)-4-(1,1,3,3-tetramethylbutyl)phenol CC(C)(C1=CC=CC=C1)C1=CC(=CC=C1O)C(CC(C)(C)C)(C)C